1-trichlorosilyl-2-bis(trimethylsilyloxy)methylsilylethane Cl[Si](CC[SiH2]C(O[Si](C)(C)C)O[Si](C)(C)C)(Cl)Cl